1,8-Dichloro-3,6-Dioxaoctan ClCCOCCOCCCl